(2R,3S,4R,5R)-2-((((acetoxymethoxy)carbonyl)oxy) methyl)-5-cyano-4-hydroxy-5-(4-isobutyramidopyrrolo[2,1-f][1,2,4]triazin-7-yl)tetrahydrofuran-3-yl (S)-2-amino-3,3-dimethylbutanoate N[C@H](C(=O)O[C@@H]1[C@H](O[C@]([C@@H]1O)(C1=CC=C2C(=NC=NN21)NC(C(C)C)=O)C#N)COC(=O)OCOC(C)=O)C(C)(C)C